5-(4-(1-(4-((R)-2-(3-Chloro-4-cyanophenyl)-3-methyl-2,8-diazaspiro[4.5]decan-8-yl)benzoyl)piperidin-4-yl)piperazin-1-yl)-N-((R)-2,6-dioxopiperidin-3-yl)-picolinamide ClC=1C=C(C=CC1C#N)N1CC2(C[C@H]1C)CCN(CC2)C2=CC=C(C(=O)N1CCC(CC1)N1CCN(CC1)C=1C=CC(=NC1)C(=O)N[C@H]1C(NC(CC1)=O)=O)C=C2